COC(=O)C1=C(C=C(C(=O)O)C=C1)C 4-methoxycarbonyl-3-methyl-benzoic acid